C(C)(=O)NC1CCC(CC1)NC(=O)C=1C=NC2=CC=C(N=C2C1NC(C)C)C=1C=NC=C(C1)C#N N-((1r,4r)-4-acetamidocyclohexyl)-6-(5-cyanopyridin-3-yl)-4-(isopropylamino)-1,5-naphthyridine-3-carboxamide